C(\C=C\C1=CC(O)=C(O)C=C1)(=O)C1=C(C=CC(=C1)O)O caffeoyl-p-hydroxyphenol